ClC1=CC(=C2C(=C3N(C2=C1Cl)CCCC3NC(C)=O)I)OCC#N N-[3,4-dichloro-1-(cyanomethoxy)-10-iodo-6,7,8,9-tetrahydropyrido[1,2-a]indol-9-yl]acetamide